methyl (R)-5-(10-ethyl-l-1-methoxy-1,2,4,4a,5,6-hexahydro-3H,14H-pyrazino[1',2':5,6][1,5]oxazocino[2,3-g]quinolin-3-yl)picolinate C(C)C=1C=NC2=CC3=C(C=C2C1)OCCC1N(C3)[C@@H](CN(C1)C=1C=CC(=NC1)C(=O)OC)OC